C(C1=CC=CC=C1)N(C(O)=O)C1=CC(=C(C=C1)C1CCN(CC1)C1CC2(C1)CC(C2)O)F.C(C2CO2)OC(CC[Si](OC)(OC)OC)C γ-glycidoxybutyl-trimethoxysilane benzyl-(3-fluoro-4-(1-(6-hydroxyspiro[3.3]heptan-2-yl)piperidin-4-yl)phenyl)carbamate